bis(cyclopentadienyl)-bis-chloro-titanium C1(C=CC=C1)[Ti](Cl)(Cl)C1C=CC=C1